[4-[4-[6-chloro-4-(trifluoromethyl)-2-pyridyl]piperazin-1-yl]sulfonylphenyl]pyridine-3-carboxamide ClC1=CC(=CC(=N1)N1CCN(CC1)S(=O)(=O)C1=CC=C(C=C1)C1=NC=CC=C1C(=O)N)C(F)(F)F